ClC=1C(=CC(=C(C(=O)N[C@H](C(C(=O)NC2CC2)=O)C[C@H]2C(NCC2)=O)C1)NC(CCC(F)(F)F)=O)F 5-chloro-N-[(1S)-3-(cyclopropylamino)-2,3-dioxo-1-[[(3S)-2-oxopyrrolidin-3-yl]methyl]propyl]-4-fluoro-2-(4,4,4-trifluorobutanoylamino)benzamide